4-(4-(5-Acryloylhexahydropyrrolo[3,4-c]pyrrol-2(1H)-yl)phenyl)-6-(1-methyl-1H-pyrazol-4-yl)pyrazolo[1,5-a]pyridine-3-carbonitrile C(C=C)(=O)N1CC2C(C1)CN(C2)C2=CC=C(C=C2)C=2C=1N(C=C(C2)C=2C=NN(C2)C)N=CC1C#N